C(=O)(OC(C)(C)C)N1C(CCC1)(F)F N-Bocdifluoropyrrolidine